Dimethylammonium distearate C(CCCCCCCCCCCCCCCCC)(=O)[O-].C(CCCCCCCCCCCCCCCCC)(=O)[O-].C[NH2+]C.C[NH2+]C